COC(CCCCOC=1C=C2C(N(C(C2=CC1)=O)C1C(NC(CC1)=O)=O)=O)OC 5-(5,5-dimethoxypentyloxy)-2-(2,6-dioxo-3-piperidyl)isoindoline-1,3-dione